C(C)(C)(C)C1=CC=C(C=C1)N1CN2N(CC=C3C2C=2C=CC(=CC2OC3(C)C)O)C1 2-(4-(tert-butyl)phenyl)-10-hydroxy-7,7-dimethyl-5,12b-dihydro-1H,7H-chromeno[4,3-c][1,2,4]triazolo[1,2-a]pyridazine